(4-(morpholinomethyl)phenyl)methylamine O1CCN(CC1)CC1=CC=C(C=C1)CN